(3R)-1,1-difluoro-N-[2-fluoro-5-[2-(2-hydroxyethoxy)-6-(morpholin-4-yl)pyridin-4-yl]-4-methylphenyl]-5-azaspiro[2.4]heptane-5-carboxamide FC1(C[C@]12CN(CC2)C(=O)NC2=C(C=C(C(=C2)C2=CC(=NC(=C2)N2CCOCC2)OCCO)C)F)F